ClC=1C(=C(CNS(=O)(=O)C=2N=NN(C2)CC=2N=C3N(C=C(C=C3)C3CC3)C2)C(=CC1)N1N=NN=C1)F N-(3-chloro-2-fluoro-6-(1H-tetrazol-1-yl)benzyl)-1-((6-cyclopropylimidazo[1,2-a]pyridin-2-yl)methyl)-1H-1,2,3-triazole-4-sulfonamide